C(=CC)OC(CCCCCC(C)(C)C)=O.COCCOCOC=1C(OC2=CC=C(C=C2C1)C1=CC=C2C=CC(=NC2=C1)CC(=O)NC1C(CCCC1)=O)(C)C 7-(((2-methoxyethoxy)methoxy)-2,2-dimethyl-2H-chromen-6-yl)quinolineacetamidocyclohexanone propenyl-neodecanoate